nickel (ii) glyme bromide [Br-].C(OC)COC.[Ni+2].[Br-]